C[O-].CC1(C=CC=C1)C(C1(C=CC=C1)C)[Zr+3].C[O-].C[O-] Bis(methylcyclopentadienyl)methyl-zirconium methoxide